trans-1-(3-((5-fluoropyrimidin-2-yl)amino)-4-((4-(trifluoromethyl)benzyl)oxy)piperidin-1-yl)prop-2-en-1-one FC=1C=NC(=NC1)N[C@@H]1CN(CC[C@H]1OCC1=CC=C(C=C1)C(F)(F)F)C(C=C)=O